CC=1C(=CC(=C(C1)C)N)N 3,5-dimethylbenzene-2,6-diamine